2-(3,5-diacetoxyphenyl)-3-(3-methoxy-4-acetoxyphenyl)-4,6-diacetoxy-1H-inden-1-one C(C)(=O)OC=1C=C(C=C(C1)OC(C)=O)C=1C(C2=CC(=CC(=C2C1C1=CC(=C(C=C1)OC(C)=O)OC)OC(C)=O)OC(C)=O)=O